ClC1=CC=C(C(=N1)C(CO)C)C 2-(6-chloro-3-methylpyridin-2-yl)propanol